C(C)OC(=O)C=1OC2=C(C1)C=CC(=C2)S(=O)(=O)NC=2C(=NC=CC2)N2CC1C(C2)CCC1 6-(N-(2-(hexahydrocyclopenta[C]pyrrol-2(1H)-yl)pyridin-3-yl)aminosulfonyl)benzofuran-2-carboxylic acid ethyl ester